levulinyl chloride C(CCC(=O)C)(=O)Cl